2-(3-([1,1'-biphenyl]-3-yl)-5-((2,2-difluorocyclopropyl)methyl)-4-(4-sulfamoylbenzyl)-1H-pyrazol-1-yl)thiazole-4-carboxylic acid C1(=CC(=CC=C1)C1=NN(C(=C1CC1=CC=C(C=C1)S(N)(=O)=O)CC1C(C1)(F)F)C=1SC=C(N1)C(=O)O)C1=CC=CC=C1